chloromethyl cyclopropanoate C1(CC1)C(=O)OCCl